C(C)(C)(C)OC(=O)N1CC(CC1)OC=1C=C2CCN(C(C2=CC1)=O)C[C@@H](CN1CC2=CC=CC=C2CC1)O 3-[[2-[(2R)-3-(3,4-dihydro-1H-isoquinolin-2-yl)-2-hydroxy-propyl]-1-oxo-3,4-dihydroisoquinolin-6-yl]oxy]pyrrolidine-1-carboxylic acid tert-butyl ester